ClC1=CC(=C(COC=2N=C(C=C3C2NN=C3)C=3CCN(CC3)CC3=NC2=C(N3C[C@H]3OCC3)C=C(C=C2)C(=O)OC)C=C1)F methyl (S)-2-((4-(7-((4-chloro-2-fluorobenzyl)oxy)-1H-pyrazolo[3,4-c]pyridin-5-yl)-3,6-dihydropyridin-1(2H)-yl)methyl)-1-(oxetan-2-ylmethyl)-1H-benzo[d]imidazole-6-carboxylate